C(#N)C1=C(C=CC(=C1)OCCCC1OCCO1)C1CCN(CC1)C1=C(C(=C(C#N)C=C1)C(F)(F)F)F 4-(4-{2-Cyano-4-[3-(1,3-dioxolan-2-yl)propoxy]phenyl}piperidin-1-yl)-3-fluoro-2-(trifluoromethyl)benzonitrile